S-(3,3,3-trifluoropropyl) (S)-2-(2-((S)-1-(2,3-difluorobenzyl)-5-oxopyrrolidin-2-yl)acetamido)-3-methylbutanethioate FC1=C(CN2[C@@H](CCC2=O)CC(=O)N[C@H](C(SCCC(F)(F)F)=O)C(C)C)C=CC=C1F